COCCCOC1=CC(=NC=N1)OCC1=C(N=NN1C)C1=CC=C(C(=N1)C)O[C@@H]1C[C@H](CCC1)C(=O)O (1S,3S)-3-((6-(5-(((6-(3-methoxy-propoxy)pyrimidin-4-yl)oxy)methyl)-1-methyl-1H-1,2,3-triazol-4-yl)-2-methylpyridin-3-yl)oxy)cyclohexane-1-carboxylic acid